8-((tetrahydro-2H-pyran-4-yl)oxy)quinazolin O1CCC(CC1)OC=1C=CC=C2C=NC=NC12